C[C@]12CC[C@H]3[C@H]([C@@H]1CC[C@@H]2O)CCC4=C3C=CC(=C4)O β-Estradiol